2-(4-((R)-3-(5-amino-9-fluoro-8-methoxy-[1,2,4]triazolo[1,5-c]quinazolin-2-yl)piperidin-1-yl)-1H-pyrazol-1-yl)-1-methylcyclobutan-1-ol NC1=NC=2C=C(C(=CC2C=2N1N=C(N2)[C@H]2CN(CCC2)C=2C=NN(C2)C2C(CC2)(O)C)F)OC